N1C=C(C2=CC=CC=C12)C1=NC(=NC=C1C=1C=NN(C1)C)NC=1C(=CC(=C(C1)NC(C=C)=O)N(C)CCN(C)C)OC N-(5-((4-(1H-Indol-3-yl)-5-(1-methyl-1H-pyrazol-4-yl)pyrimidin-2-yl)amino)-2-((2-(dimethylamino)ethyl)(methyl)amino)-4-methoxyphenyl)acrylamide